(R)-3-methyl-4-(7-(2-(methylsulfonyl)propan-2-yl)-3-(1H-pyrazol-5-yl)isothiazolo[4,5-b]pyridin-5-yl)morpholine C[C@H]1N(CCOC1)C1=CC(=C2C(=N1)C(=NS2)C2=CC=NN2)C(C)(C)S(=O)(=O)C